copper bismuth telluride [Bi]=[Te].[Cu]